C(C(C)C)N1C=2N(C3=CC=CC=C3C1=O)C(NN2)=S 4-isobutyl-1-thioxo-2,4-dihydro[1,2,4]triazolo[4,3-a]quinazolin-5(1H)-one